O[C@@H]([C@H]1CC[C@H](N1)CC1=CC=C(C=C1)NC(=O)[C@@H]1CCC=2N1C(C=CN2)=O)C2=CC=CC=C2 (6S)-N-[4-({(2S,5R)-5-[(R)-hydroxy(phenyl)methyl]pyrrolidin-2-yl}methyl)phenyl]-4-oxo-4,6,7,8-tetrahydropyrrolo[1,2-a]pyrimidine-6-carboxamide